FC1=CC(=C2CN(C(C2=C1F)=O)C1C(NC(CC1)=O)=O)N1C(C(NC(C1([2H])[2H])([2H])[2H])([2H])[2H])([2H])[2H] 3-(6,7-difluoro-1-oxo-4-(piperazin-1-yl-2,2,3,3,5,5,6,6-d8)isoindolin-2-yl)piperidine-2,6-dione